C(C1=CC=CC=C1)N1CC2N(O[C@H](C(N2[C@H](C1=O)CC1=CC=C(C=C1)O)=O)C(C)C)C(=O)OCCCCCC (3S,6S)-hexyl 8-benzyl-6-(4-hydroxybenzyl)-3-isopropyl-4,7-dioxohexahydropyrazino[2,1-c][1,2,4]oxadiazine-1(6H)-carboxylate